CC=1N=C(OC1C)C(=O)O 4,5-dimethyloxazole-2-carboxylic acid